BrC1=CC=C(C(=N1)C)NCC(=O)N(C)C 2-[(6-bromo-2-methylpyridin-3-yl)amino]-N,N-dimethylacetamide